racemic-benzyl (3R*,4R*)-4-hydroxy-3-(1-methyl-1H-pyrazol-4-yl)piperidine-1-carboxylate O[C@H]1[C@@H](CN(CC1)C(=O)OCC1=CC=CC=C1)C=1C=NN(C1)C |r|